BrC=1SC=C(N1)S(=O)(=O)NC1=C(C=C(C(=O)OC)C=C1)OC methyl 4-(2-bromo-1,3-thiazole-4-sulfonylamino)-3-methoxybenzoate